N1(CCCCC1)C1=CC=C(C=C1)NCC1=CC=C(C(=O)OC)C=C1 methyl 4-(((4-(piperidin-1-yl)phenyl)amino)methyl)benzoate